5-bromo-4-fluoro-1H-pyrrole BrC1=C(C=CN1)F